NC=1C(=NC(=CN1)C1=C(C=CC=C1F)F)C(=O)NC=1C(=C2C(=NC1)C(CC2)OC(C)=O)N2C[C@H](CCC2)NC(=O)OC(C)(C)C acetic acid 3-({[3-amino-6-(2,6-difluorophenyl) pyrazin-2-yl] carbonyl} amino)-4-{(3S)-3-[(tert-butoxycarbonyl) amino] piperidin-1-yl}-6,7-dihydro-5H-cyclopenta[b]pyridin-7-yl ester